C[C@@]12CCC[C@@]([C@H]1CC[C@]34[C@H]2CC[C@](C3)(C(=C)C4)O[C@H]5[C@@H]([C@H]([C@@H]([C@H](O5)CO)O)O[C@H]6[C@@H]([C@H]([C@@H]([C@H](O6)CO)O)O)O)O[C@H]7[C@@H]([C@H]([C@@H]([C@H](O7)CO)O)O)O)(C)C(=O)[O-] The molecule is a diterpene glycoside, a beta-D-glucoside, a bridged compound, an ent-kaurane diterpenoid and a tetracyclic diterpenoid. It has a role as a sweetening agent.